[3-(5-bromo-1H-pyrazolo[3,4-b]pyridine-3-carbonyl)-2,6-difluorophenyl]methane-sulfonamide BrC=1C=C2C(=NC1)NN=C2C(=O)C=2C(=C(C(=CC2)F)CS(=O)(=O)N)F